OC1=C(C=C(CNC(COC(CCCCC)=O)=O)C=C1)OC hexanoic acid 2-((4-hydroxy-3-methoxy-benzyl) amino)-2-oxoethyl ester